2-[3-(4-bromo-1H-pyrazol-1-yl)-1-[2-([1-[2-(4-methylpiperazin-1-yl)-2-oxoethyl]-1H-pyrazol-4-yl]amino)-[1,2,4]triazolo[1,5-a]pyridin-8-yl]azetidin-3-yl]acetonitrile BrC=1C=NN(C1)C1(CN(C1)C=1C=2N(C=CC1)N=C(N2)NC=2C=NN(C2)CC(=O)N2CCN(CC2)C)CC#N